N[C@H]1C[C@H](N(C1)C(=O)OC(C)(C)C)C(=O)O (2S,4S)-4-amino-1-[(tert-butoxy)carbonyl]pyrrolidine-2-carboxylic acid